C1=C(C(=CC2=CC=CC=C12)C=O)C=O naphthalene-2,3-diformaldehyde